ClC1=C(C=C2C=CN3C2=C1C(N(CC3)CC=3C(NC(=CC3OC)C)=O)=O)[C@H](C3COC3)OC (S)-10-chloro-9-(methoxy(oxetan-3-yl)methyl)-2-((4-methoxy-6-methyl-2-oxo-1,2-dihydropyridin-3-yl)methyl)-3,4-dihydro-[1,4]diazepino[6,7,1-HI]indol-1(2H)-one